COC1=C(C=CC(=C1)S(=O)(=O)C)NCC#CC=1OC2=C(C1C=1N=CSC1)C=CC=C2 2-(3-((2-methoxy-4-(methylsulfonyl)phenyl)amino)prop-1-yn-1-yl)-3-(thiazol-4-yl)benzofuran